2-methyl-1,4-phenylenedi(4-(4-mercaptobutoxy) benzoate) CC1=C(C=CC(=C1)C1=C(C(=O)[O-])C=CC(=C1)OCCCCS)C1=C(C(=O)[O-])C=CC(=C1)OCCCCS